C(C\C=C/CCCC)OC(CCC(=O)OCC1=CC(=CC(=C1)COC(=O)OCC1CN(CCC1)CC)COC(CC12CC3CC(CC(C1)C3)C2)=O)OCC\C=C/CCCC 3-((2-((3r,5r,7r)-adamantan-1-yl)acetoxy)methyl)-5-(((((1-ethylpiperidin-3-yl)methoxy)carbonyl)oxy)methyl)benzyl 4,4-bis(((Z)-oct-3-en-1-yl)oxy)butanoate